CC1CC(CO1)O 5-methyltetrahydrofuran-3-ol